2-amino-7,7-difluoro-6,7-dihydrothiazolo[5,4-C]pyridine-5(4H)-carboxylic acid tert-butyl ester C(C)(C)(C)OC(=O)N1CC2=C(C(C1)(F)F)N=C(S2)N